CC=1C=C2C(=NC1)NC=C2CC=2C=NC(=NC2)NCC=2C=NC(=CC2)C(F)(F)F [5-(5-Methyl-1H-pyrrolo[2,3-b]pyridin-3-ylmethyl)-pyrimidin-2-yl]-(6-trifluoromethyl-pyridin-3-ylmethyl)-amine